2-[2-[2-[2-(1H-imidazole-4-carbonylamino)ethoxy] ethoxy (ethoxy) ethoxy]-2-[8-(1-octylnonoxy)-8-oxo-octoxy]propoxy]octanoate N1C=NC(=C1)C(=O)NCCOCCOC(COC(COC(C(=O)[O-])CCCCCC)(C)OCCCCCCCC(=O)OC(CCCCCCCC)CCCCCCCC)OCC